C(C1=CC=CC=C1)(=O)N1CCN(CC1)CCN1C(NC2=CC=CC=C2C1=O)=O 3-(2-(4-benzoylpiperazin-1-yl)ethyl)quinazoline-2,4(1H,3H)-dione